FC=1C=C(C=C(C1C=1CCNCC1)F)NC(C1=C(C=C(C=C1)C=1CCNCC1)C)=O N-[3,5-difluoro-4-(1,2,3,6-tetrahydro-pyridin-4-yl)-phenyl]-2-methyl-4-(1,2,3,6-tetrahydro-pyridin-4-yl)-benzamide